ClC1=C(C=C(C=C1)C1(CN(C1)C(=O)OCC1=CC=CC=C1)OS(=O)(=O)C)F benzyl 3-(4-chloro-3-fluoro-phenyl)-3-methylsulfonyloxy-azetidine-1-carboxylate